C(CC)N(C(CCCC)=O)CCC N,N-dipropyl-valeramide